N1-(2,6-diisopropylphenyl)-N2-((S)-4-methyl-1-oxo-1-(((S)-3-oxo-1-((S)-2-oxopyrrolidin-3-yl)-4-(trifluoromethoxy)butan-2-yl)amino)pentan-2-yl)oxalamide C(C)(C)C1=C(C(=CC=C1)C(C)C)NC(C(=O)N[C@H](C(N[C@@H](C[C@H]1C(NCC1)=O)C(COC(F)(F)F)=O)=O)CC(C)C)=O